N-(2,6-diisopropylphenylcarbamoyl)-5-(1-hydroxycyclopropyl)thiophene-2-sulfonamide C(C)(C)C1=C(C(=CC=C1)C(C)C)NC(=O)NS(=O)(=O)C=1SC(=CC1)C1(CC1)O